6-bromo-3-(3-bromo-2-(hydroxymethyl)-2-methylpropyloxy)-2-(4-chlorophenyl)-3-(4-chlorophenyl)isoindolin-1-one BrC1=CC=C2C(N(C(C2=C1)=O)C1=CC=C(C=C1)Cl)(C1=CC=C(C=C1)Cl)OCC(CBr)(C)CO